O=C1NC(CC[C@@H]1N1CC2=CC=C(C(=C2C1=O)F)CNC(OC1CC(C1)N1C(=NC2=C1C=CC=C2)C(F)(F)F)=O)=O (1s,3s)-3-(2-(trifluoromethyl)-1H-benzo[d]imidazol-1-yl)cyclobutyl ((2-(2,6-dioxopiperidin-3-yl)-4-fluoro-3-oxoisoindolin-5-yl)methyl)carbamate